C(C1=CC=CC=C1)(=O)O[C@H]1O[C@@H]([C@H]([C@@H]1F)OC(C1=CC=CC=C1)=O)COC(C1=CC=CC=C1)=O (2R,3S,4R,5R)-5-((benzoyloxy)methyl)-3-fluorotetrahydrofuran-2,4-diyl di-benzoate